ClC=1C=C(C=C(C1)NS(=O)(=O)C)NC(=O)C=1SC(=C(C1)C1=CC=CC=C1)C N-(3-chloro-5-(methylsulfonamido)phenyl)-5-methyl-4-phenylthiophene-2-carboxamide